COC1=CC=C(C=C1)N1C(=NN=C1[C@H](CC1=CC=CC=C1)NC(CC1=C(NC2=CC=CC=C12)C)=O)SC(C(=O)OC)(C)C methyl (S)-2-((4-(4-methoxyphenyl)-5-(1-(2-(2-methyl-1H-indol-3-yl) acetamido)-2-phenylethyl)-4H-1,2,4-triazol-3-yl) thio)-2-methylpropionate